1-(methylsulfonyl)-N-(2,2,2-trifluoroethyl)azetidin-3-carboxamide CS(=O)(=O)N1CC(C1)C(=O)NCC(F)(F)F